BrC=1C=C(OC2CC(C2)NC(OC(C)(C)C)=O)C=CC1F tert-butyl ((1r,3r)-3-(3-bromo-4-fluorophenoxy)cyclobutyl)carbamate